9-(3-(5,9-dioxa-13b-boranaphtho[3,2,1-de]anthracene-7-yl-diphenylsilyl)phenyl)-9H-carbazole C1=CC=CC=2OC=3C=C(C=C4OC=5C=CC=CC5B(C34)C12)[Si](C=1C=C(C=CC1)N1C2=CC=CC=C2C=2C=CC=CC12)(C1=CC=CC=C1)C1=CC=CC=C1